2-cyclohexyl-4-[2-[3-[2-(5-cyclohexyl-4-hydroxy-2-methylphenyl)prop-2-yl]phenyl]prop-2-yl]-5-methylphenol C1(CCCCC1)C1=C(C=C(C(=C1)C(C)(C)C1=CC(=CC=C1)C(C)(C)C1=C(C=C(C(=C1)C1CCCCC1)O)C)C)O